ClC=1N=NC2=C3C(=CC=CC13)C(N2)=O 3-chloropyrrolo[2,3,4-de]phthalazin-7(8H)-one